Tert-butyl N-[[(2R)-4-[3-[1-(2,6-dioxo-3-piperidyl)-3-methyl-2-oxo-benzimidazol-4-yl]propyl] morpholin-2-yl]methyl]-N-methyl-carbamate O=C1NC(CCC1N1C(N(C2=C1C=CC=C2CCCN2C[C@@H](OCC2)CN(C(OC(C)(C)C)=O)C)C)=O)=O